(1R,3S)-3-(3-{[(6-methylpyridin-3-yl)acetyl]amino}-1H-pyrazol-5-yl)cyclopentylethylcarbamate CC1=CC=C(C=N1)CC(=O)NC1=NNC(=C1)[C@@H]1C[C@@H](CC1)CCNC([O-])=O